C(#N)C1CN(C1)S(=O)(=O)N1C[C@H](CCC1)C(=O)N1[C@H](CCC1)C(=O)N[C@H](C)C1=C(C=C(C=C1)F)F 1-(((3S)-1-((3-cyano-1-azetidinyl)sulfonyl)-3-piperidinyl)carbonyl)-N-((1R)-1-(2,4-difluorophenyl)ethyl)-D-prolinamide